OC(C)(C)C1CC(C1)C(=O)O 3-(1-hydroxy-1-methyl-ethyl)cyclobutanecarboxylic acid